FC(C=1N=CC=2N(C1)C(=CN2)C2=NC=CC(=N2)N2CC(CCC2)N2S(CCC2)(=O)=O)(F)F 2-(1-(2-(6-(Trifluoromethyl)imidazo[1,2-a]pyrazin-3-yl)pyrimidin-4-yl)piperidin-3-yl)isothiazolidine 1,1-dioxide